FC1=C(C=O)C=C(C=N1)OC 2-FLUORO-5-METHOXYNICOTINALDEHYDE